BrC=1N=C(SC1)C1CC1 4-bromo-2-cyclopropyl-1,3-thiazole